C(C=1C(C(=O)OCCCCCCCC)=CC(C(=O)OCC(CCCCC)CCC)=CC1)(=O)OCC(CCCCC)CCC bis(2-propylheptyl) (n-octyl) trimellitate